IC1=C2C=CC=NC2=C2N=CC=CC2=C1Br 5-iodo-6-bromo-1,10-phenanthroline